Diethyl (2-((4-((3-bromo-4-chlorophenyl)amino)pyrido[3,4-d]pyrimidin-6-yl)amino)-2-oxoethyl)phosphonate BrC=1C=C(C=CC1Cl)NC=1C2=C(N=CN1)C=NC(=C2)NC(CP(OCC)(OCC)=O)=O